C(C)(C)(C)OC(=O)N1CCC(CC1)C=1C=CC=C2C=CC(OC12)C1=C(C=C(C=C1)C(=O)C1CC1)F 4-(2-(4-(cyclopropylcarbonyl)-2-fluorophenyl)-2H-chromen-8-yl)piperidine-1-carboxylic acid tert-butyl ester